C(C)(C)(C)OC(=O)NC1=CC(=C(N=N1)Cl)C(C(=O)OC)=CC(F)F Methyl 2-[6-(tert-butoxycarbonylamino)-3-chloropyridazin-4-yl]-4,4-difluorobut-2-enoate